C[Si](O[Si](O[Si](C)(C)C)(C)C)(C)C 1,1,1,3,3,5,5,5-octamethyltrisiloxane